4-[4-(cyclopropanecarbonylamino)-2-pyrrolidin-1-ylbenzoyl]-3-thiophen-2-ylpiperazine-1-carboxylic acid tert-butyl ester C(C)(C)(C)OC(=O)N1CC(N(CC1)C(C1=C(C=C(C=C1)NC(=O)C1CC1)N1CCCC1)=O)C=1SC=CC1